N-[(3S,6R)-6-(Hydroxymethyl)tetrahydropyran-3-yl]carbamic acid tert-butyl ester C(C)(C)(C)OC(N[C@@H]1CO[C@H](CC1)CO)=O